CC(CC(CC(=C)C)O)=C Dimethyl-1,6-heptadien-4-ol